FC=1C(=NC=CC1)CNCC1=NC=C(C=C1)C(F)(F)F 1-(3-fluoropyridin-2-yl)-N-((5-(trifluoromethyl)pyridin-2-yl)-methyl)methanamine